CN(C1=CC=C(CNC2=C(C=C(C=C2)F)C(=O)N2CCC(CC2)NCC2=CC=C(C=C2)N(C)C)C=C1)C (2-((4-(dimethylamino)benzyl)amino)-5-fluorophenyl)(4-((4-(dimethylamino)benzyl)amino)piperidin-1-yl)methanone